CC1(OCC[C@@H](C1)C=1C=C2C=C(N(C2=CC1)[C@@]1([C@H](C1)COCCOC)C=1OC(NN1)=C=O)C(=O)O)C 5-((S)-2,2-dimethyltetrahydro-2H-pyran-4-yl)-1-((1S,2S)-2-((2-methoxyethoxy)methyl)-1-(5-carbonyl-4,5-dihydro-1,3,4-oxadiazol-2-yl)cyclopropyl)-1H-indole-2-carboxylic acid